8-(1,3-Dimethyl-1H-pyrazol-4-yl)-1-(3-fluoro-5-methoxy-pyridin-4-yl)-7-methoxy-3-methyl-1,3-dihydroimidazo-[4,5-c]quinolin-2-one CN1N=C(C(=C1)C1=CC=2C3=C(C=NC2C=C1OC)N(C(N3C3=C(C=NC=C3OC)F)=O)C)C